1-(4-(7-chloro-6-(thiophen-2-yl)quinazolin-4-yl)piperazin-1-yl)prop-2-en-1-one ClC1=C(C=C2C(=NC=NC2=C1)N1CCN(CC1)C(C=C)=O)C=1SC=CC1